NC1=CC=C(C=N1)N1C[C@H]([C@@H](CC1)F)O (3R,4R)-1-(6-aminopyridin-3-yl)-4-fluoropiperidin-3-ol